COC=1C=C2C(NC=3N(C2=CC1OC)C(SC3C(=O)NC3=CC=CC=C3)=S)=O 7,8-dimethoxy-5-oxo-N-phenyl-1-thioxo-4,5-dihydro-1H-thiazolo[3,4-a]quinazoline-3-carboxamide